5-(2-methyl-1,3-oxazol-5-yl)-2-(3-{3-[(prop-2-yl)amino]pyrrolidin-1-yl}-1,2,4-triazin-6-yl)phenol CC=1OC(=CN1)C=1C=CC(=C(C1)O)C1=CN=C(N=N1)N1CC(CC1)NC(C)C